C(#N)C1=CC(=C(C=C1)C=1C=NN(C1O)C1=NC=C(C(=O)OC(C)(C)C)C=C1)C tert-butyl 6-(4-(4-cyano-2-methylphenyl)-5-hydroxy-1H-pyrazol-1-yl)nicotinate